Pyrimido[5,4-b][1,4]benzoxazin-2(3H)-one N1C(NC=C2OC3=C(N=C21)C=CC=C3)=O